nicotine phenylpropionate salt C1(=CC=CC=C1)OC(CC)=O.N1=CC=CC(=C1)C1N(C)CCC1